silver-copper-zinc-copper-silver-copper [Cu].[Ag].[Cu].[Zn].[Cu].[Ag]